IC1=NN(C2=NC(=NC=C21)N(C2CN(C1=CC=CC=C1C2)C(=O)OC(C)(C)C)C)C tert-butyl 3-((3-iodo-1-methyl-1H-pyrazolo[3,4-d]pyrimidin-6-yl)(methyl)amino)-3,4-dihydroquinoline-1(2H)-carboxylate